9,9'-(3,5-di(9H-carbazol-9-yl)-[4,4'-bipyridine]-2,6-diyl)bis(N,N-diphenyl-9H-carbazol-3-amine) C1=CC=CC=2C3=CC=CC=C3N(C12)C=1C(=NC(=C(C1C1=CC=NC=C1)N1C2=CC=CC=C2C=2C=CC=CC12)N1C2=CC=CC=C2C=2C=C(C=CC12)N(C1=CC=CC=C1)C1=CC=CC=C1)N1C2=CC=CC=C2C=2C=C(C=CC12)N(C1=CC=CC=C1)C1=CC=CC=C1